OC=1C(=C(N=NC1)SC1=CC=NC=C1)C(=N)N hydroxy-3-(pyridin-4-ylsulfanyl)pyridazine-4-carboxamidine